OC(C1=CC=CC=C1)[Si](OCC)(OCC)C(C1=CC=CC=C1)O di(hydroxybenzyl)diethoxysilane